C(C)(=O)[O-].C(C)(=O)[O-].C(C)(=O)[O-].[S-]C#N thiocyanate (triacetate)